CC(CCCCCC(=O)OOC(C)(C)C)(C)N=NC(C)(C)C tert-butyl 7-methyl-7-(tert-butylazo)peroxyoctanoate